3-{4-[5-Amino-6-(2-amino-ethoxy)-pyrazin-2-yl]-benzylamino}-6-cyanopyrazine-2-carboxylic acid [(S)-1-(3,4-difluoro-phenyl)-ethyl]-amide FC=1C=C(C=CC1F)[C@H](C)NC(=O)C1=NC(=CN=C1NCC1=CC=C(C=C1)C1=NC(=C(N=C1)N)OCCN)C#N